hexakis(2,2,3,3-tetrafluoropropoxy)phosphazine C(C(C(F)F)(F)F)OP1(=NP(=NP(=N1)(OCC(C(F)F)(F)F)OCC(C(F)F)(F)F)(OCC(C(F)F)(F)F)OCC(C(F)F)(F)F)OCC(C(F)F)(F)F